C(#N)C1=CC=C(C=C1)/C=C/C(=O)OCCCNC(=O)OC(C)(C)C 3-((tert-butoxycarbonyl)amino)propyl (E)-3-(4-cyanophenyl)acrylate